N[C@@H]1CCC=2C=3C1=C1C(=NC3C=C(C2Cl)F)C2=CC3=C(C(N2C1)=O)COC([C@]3(O)CC)=O (1R,9S)-1-amino-4-chloro-9-ethyl-5-fluoro-9-hydroxy-1,2,3,9,12,15-hexahydro-10H,13H-benzo[de]pyrano[3',4':6,7]indolizino[1,2-b]quinolin-10,13-dione